2-(2-methoxyethoxycarbonylamino)-4-[2-methoxyethyl-[4-(5,6,7,8-tetrahydro-1,8-naphthyridin-2-yl)butyl]amino]butanoic acid COCCOC(=O)NC(C(=O)O)CCN(CCCCC1=NC=2NCCCC2C=C1)CCOC